O1CCC(CC1)NC(=O)[C@@H]1C[C@H](C1)NC(OCC1=CC=CC=C1)=O Benzyl [trans-3-(tetrahydro-2H-pyran-4-ylcarbamoyl)cyclobutyl]carbamate